2-(3-(2-(2-aminoethoxy)ethoxy)propan-amido)-N-(5-methylthiazol-2-yl)benzamide NCCOCCOCCC(=O)NC1=C(C(=O)NC=2SC(=CN2)C)C=CC=C1